2-[4-(1,1-difluoro-5-azaspiro[2.5]octan-5-yl)piperidin-1-yl]-N-[(3,5-difluoropyridin-2-yl)methyl]-1,3-thiazole-5-carboxamide FC1(CC12CN(CCC2)C2CCN(CC2)C=2SC(=CN2)C(=O)NCC2=NC=C(C=C2F)F)F